tert-Butyl 4-((4-(4-((5,6,7,8-tetrahydronaphthalen-1-yl)oxy)butyl)phenyl)carbamoyl)piperazine-1-carboxylate C1(=CC=CC=2CCCCC12)OCCCCC1=CC=C(C=C1)NC(=O)N1CCN(CC1)C(=O)OC(C)(C)C